2-nitro-5-(1H-pyrazol-5-yl)aniline [N+](=O)([O-])C1=C(N)C=C(C=C1)C1=CC=NN1